bis(triphenyl silyl) chromate [Cr](=O)(=O)(O[Si](C1=CC=CC=C1)(C1=CC=CC=C1)C1=CC=CC=C1)O[Si](C1=CC=CC=C1)(C1=CC=CC=C1)C1=CC=CC=C1